ethyl 5-methoxy-6-methyl-2-[2-[(3R)-3-methyl-1-piperidyl]-3-quinolyl]-4-oxo-1H-pyridine-3-carboxylate COC=1C(C(=C(NC1C)C=1C(=NC2=CC=CC=C2C1)N1C[C@@H](CCC1)C)C(=O)OCC)=O